(-)-5-fluoro-2-(1-(3-(3-fluoro-4-isopropoxyphenyl)-4-(methylamino)-1H-pyrazolo[3,4-d]pyrimidin-1-yl)ethyl)-3-(3-fluorophenyl)-4H-chromen-4-one FC1=C2C(C(=C(OC2=CC=C1)C(C)N1N=C(C=2C1=NC=NC2NC)C2=CC(=C(C=C2)OC(C)C)F)C2=CC(=CC=C2)F)=O